methyl 2-((methylsulfonyl)methyl)benzoate CS(=O)(=O)CC1=C(C(=O)OC)C=CC=C1